N-1-hydroxymethyl-2-phenyl-ethyl-N-aminocarbamoyl-urea OCN(C(=O)NCCC1=CC=CC=C1)C(NN)=O